(S)-(4-(5-methoxybenzo[d]oxazol-2-yl)-6,7-dihydro-1H-imidazo[4,5-c]pyridin-5(4H)-yl)(5-(pyridin-2-yl)-1,3,4-oxadiazol-2-yl)methanone COC=1C=CC2=C(N=C(O2)[C@H]2N(CCC3=C2N=CN3)C(=O)C=3OC(=NN3)C3=NC=CC=C3)C1